CC=1C=C(C=CC1C)S(=O)(=O)NC=1C=C(C=CC1)NC(C1=C(C=CC=C1)OC)=O N-(3-((3,4-dimethylphenyl)sulfonamido)phenyl)-2-methoxybenzamide